NC=1N(C2=C(C=CC=3CCN(CC23)C(=O)OC(C)(C)C)N1)CCCCCOC1=C(C=NN1C)C1=NC(=CC(=C1)C(=O)O)C 2-[5-({5-[2-amino-8-(tert-butoxycarbonyl)-6H,7H,9H-imidazo[4,5-h]isoquinolin-1-yl]pentyl}oxy)-1-methylpyrazol-4-yl]-6-methylpyridine-4-carboxylic acid